(E)-3-(4-(6-(cyclopropyl((1R,3s,5S)-1,5-dimethyl-9-azabicyclo[3.3.1]nonan-3-yl)amino)pyridazin-3-yl)-2-fluoro-5-hydroxyphenyl)-N-methylacrylamide C1(CC1)N(C1=CC=C(N=N1)C1=CC(=C(C=C1O)/C=C/C(=O)NC)F)C1C[C@]2(CCC[C@@](C1)(N2)C)C